2,6-dichloro-5-methoxy-pyrimidine-4-carboxylic acid methyl ester COC(=O)C1=NC(=NC(=C1OC)Cl)Cl